C(C)(C)(C)[Si](OCCOCCOC=1N(N=CC1)C)(C)C tert-butyl-dimethyl-[2-[2-(2-methylpyrazol-3-yl)oxyethoxy]ethoxy]silane